(4-bromo-2-methoxy-6-methylphenyl)(furan-2-yl)methanol BrC1=CC(=C(C(=C1)C)C(O)C=1OC=CC1)OC